N1C=NC(=C1)C(=O)OC[C@@H](CC)N methyl-[(2R)-2-aminopropyl] imidazole-4-carboxylate